FC1=CC=C(CNC(C2=CC(=C(C=C2)N2CCN(CC2)C(C)C)NS(=O)(=O)C2=CC=C(C=C2)C(F)(F)F)=O)C=C1 N-(4-fluorobenzyl)-3-((4-(trifluoromethyl)phenyl)sulphonamido)-4-(4-isopropylpiperazin-1-yl)benzamide